2-methoxy-5-(5-(oxazol-2-yl)pyridin-3-yl)phenyl octylcarbamate C(CCCCCCC)NC(OC1=C(C=CC(=C1)C=1C=NC=C(C1)C=1OC=CN1)OC)=O